NC1=NC(=C(C(=N1)NCCCC)CC=1C=C(C=CC1OC)S(=O)(=O)Cl)C 3-((2-amino-4-(butylamino)-6-methylpyrimidin-5-yl)methyl)-4-methoxybenzenesulfonyl chloride